OC[C@@H]1N(C(OC1)(C)C)C(=O)OC(C)(C)C tert-Butyl (S)-4-(hydroxymethyl)-2,2-dimethyloxazolidine-3-carboxylate